4-(2-amino-3-((3-fluorobenzyl)amino)phenyl)piperazine-1-carboxylic acid tert-butyl ester C(C)(C)(C)OC(=O)N1CCN(CC1)C1=C(C(=CC=C1)NCC1=CC(=CC=C1)F)N